C(C)(C)(C)NC(C=C)=O N-tert.Butyl-acrylamide